[Si](C)(C)(C(C)(C)C)OCCN(C(OC(C)(C)C)=O)[C@@H]1CCC2=C(C=CC=C12)C1=NOC(=N1)C1=CC(=C(C=C1)OC(C)C)C#N (R)-tert-butyl 2-(tert-butyldimethylsilyloxy)ethyl(4-(5-(3-cyano-4-isopropoxyphenyl)-1,2,4-oxa-diazol-3-yl)-2,3-dihydro-1H-inden-1-yl)carbamate